ClC=1C=NC(=NC1)N[C@H]1CN(CC1)C(=O)C1=CC=C(C=C1)NC(OC(C)(C)C)=O (R)-tert-butyl (4-(3-((5-chloropyrimidin-2-yl)amino)pyrrolidine-1-carbonyl)phenyl)carbamate